C(C)(C)(C)OC(NC1=NC(=C(C=C1)Br)CBr)=O (5-bromo-6-(bromomethyl)pyridin-2-yl)carbamic acid tert-butyl ester